2,4-bis(trichloromethyl)-6-[2-(5-propyl-2-furyl)vinyl]sym-triazine ClC(C1=NC(=NC(=N1)C(Cl)(Cl)Cl)C=CC=1OC(=CC1)CCC)(Cl)Cl